C(#N)C1=CC=C(C=C1)CNC(=O)C=1C(N(C2=C(N=CC=C2C1)OCC1(CC1)S(=O)(=O)N1C(OCC1)=O)C)=O N-[(4-cyanophenyl)methyl]-1-methyl-2-oxo-8-[[1-(2-oxooxazolidin-3-yl)sulfonylcyclopropyl]methoxy]-1,7-naphthyridine-3-carboxamide